4,5-dimethyl-3-(1-propionyl-5-(p-tolyl)-4,5-dihydro-1H-pyrazol-3-yl)quinolin-2(1H)-one CC1=C(C(NC2=CC=CC(=C12)C)=O)C1=NN(C(C1)C1=CC=C(C=C1)C)C(CC)=O